N-(2-(4-Cyanothiazolidin-3-yl)-2-oxoethyl)-6-((3,3-difluorocyclobutyl)-methoxy)quinoline-4-carboxamide C(#N)C1N(CSC1)C(CNC(=O)C1=CC=NC2=CC=C(C=C12)OCC1CC(C1)(F)F)=O